Undec-7-eneN C=CCCCCC=CCCC